Cl.N1CC(C1)OC1=CC=C(OC=2C3=C(SC2C(=O)C2=CC(=CC=C2)F)C=C(C=C3)OC)C=C1 (3-(4-(azetidin-3-yloxy)phenoxy)-6-methoxybenzo[b]thiophen-2-yl)(3-fluorophenyl)methanone hydrochloride